α,α-dimethyl-meta-isopropenyl-benzyl isocyanate CC(C1=CC(=CC=C1)C(=C)C)(C)N=C=O